2-(6-Isopropyl-3-methylcyclohex-2-en-1-yl)-5-pentylbenzene-1,3-diol C(C)(C)C1CCC(=CC1C1=C(C=C(C=C1O)CCCCC)O)C